COC([C@@H](NC(C)=O)[C@@H](C)CC)=O N-acetylisoleucine methyl ester